[(3S)-3-(4H-1,2,4-Triazol-3-yl)pyrrolidin-1-yl]-[7-[[6-(trifluoromethyl)-3-pyridyl]methyl]-2-azaspiro[3.5]nonan-2-yl]methanone N=1N=C(NC1)[C@@H]1CN(CC1)C(=O)N1CC2(C1)CCC(CC2)CC=2C=NC(=CC2)C(F)(F)F